N1C(=NCC2=CC=CC=C12)SCC1=CSC2=NC3=CC=CC=C3CN21 3-(((1,4-dihydroquinazolin-2-yl)thio)methyl)-5H-thiazolo[2,3-b]quinazoline